C(C)SN ethyl-Aminosulfide